O=C1NC(CCC1N1CC2=CC=C(C=C2C1=O)CNC(=O)NC1=NN(C=C1)COCC[Si](C)(C)C)=O 1-((2-(2,6-dioxopiperidin-3-yl)-3-oxoisoindolin-5-yl)methyl)-3-(1-((2-(trimethylsilyl)ethoxy)methyl)-1H-pyrazol-3-yl)urea